[Cl-].C(CCCC)[N+]1=CC=CC=C1 1-Pentylpyridinium chloride